CC1=C2N=CC=NC2=CC=C1N1C=NC(=C1)C1=NC(=NC=C1C(F)(F)F)NC1CCN(CC1)S(=O)(=O)C 4-(1-(5-methylquinoxalin-6-yl)-1H-imidazol-4-yl)-N-(1-(methylsulfonyl)piperidin-4-yl)-5-(trifluoromethyl)pyrimidin-2-amine